6-chloro-N-{3-[2-(4-chloro-3-fluorophenoxy)acetamido]bicyclo[1.1.1]pentan-1-yl}-4-(2-hydroxyethyl)-3,4-dihydro-2H-1,4-benzoxazine-2-carboxamide ClC=1C=CC2=C(N(CC(O2)C(=O)NC23CC(C2)(C3)NC(COC3=CC(=C(C=C3)Cl)F)=O)CCO)C1